CNCCC[Si](OC)(OC)OC N-METHYLAMINOPROPYLTRIMETHOXY-SILANE